2,8-dimethyl-5-(2-(6-methylpyridin-3-yl)ethyl)-2,3,4,5-tetrahydro-1H-pyrido[4,3-b]indole CN1CC2=C(N(C=3C=CC(=CC23)C)CCC=2C=NC(=CC2)C)CC1